C(C)C1(C2=CC=CC=C2C=2C=CC(=CC12)B1OC(C(O1)(C)C)(C)C)CC 2-(9,9-diethyl-9H-fluoren-2-yl)-4,4,5,5-tetramethyl-1,3,2-dioxaborolane